(4-(Methyl((trans)-4-((N-methylsulfamoyl) methyl)cyclohexyl)amino)-7H-pyrrolo[2,3-d]pyrimidin-7-yl)methyl-2-(2-((2,6-dichlorophenyl)amino)phenyl)acetate CN(C=1C2=C(N=CN1)N(C=C2)COC(CC2=C(C=CC=C2)NC2=C(C=CC=C2Cl)Cl)=O)[C@@H]2CC[C@H](CC2)CS(NC)(=O)=O